C1(=CC=CC=C1)N(C1=CC=C(C=C1)C1=CC=C(C=C1)N(C1=CC=C(C=C1)N(C=1C=C(C=CC1)C)C1=CC=CC=C1)C1=CC=CC=C1)C1=CC=C(C=C1)N(C=1C=C(C=CC1)C)C1=CC=CC=C1 N,N'-diphenyl-N,N'-bis[4-(phenyl-m-tolyl-amino)-phenyl]biphenyl-4,4'-diamine